CCCCC1=CC(=C2C=CC=C3C2=C1C(=O)NC3=O)Br N-butyl-4-bromo-1,8-naphthalimide